C(#N)[C@H]1N(CSC1)C(CNC(=O)C1=CC=NC2=CC=C(C=C12)N1C[C@H](CC1)F)=O N-(2-((R)-4-Cyanothiazolidin-3-yl)-2-oxoethyl)-6-((S)-3-fluoropyrrolidin-1-yl)-quinoline-4-carboxamide